N1C=C(C=2C1=NC=CC2)C(=O)\N=C\2/SC=CN2C2=CC=C1CCN(CC1=C2)C(=O)OC(C)(C)C (Z)-tert-butyl 7-(2-((1H-pyrrolo[2,3-b]pyridine-3-carbonyl) imino)thiazol-3(2H)-yl)-3,4-dihydroisoquinoline-2(1H)-carboxylate